FC(OC[C@H]1N(C[C@H](C1)OC=1C=NC(=CC1)C(F)(F)F)C1=CC=C(C(=O)OC)C=C1)F methyl 4-((2S,4S)-2-((difluoromethoxy)methyl)-4-((6-(trifluoromethyl)pyridin-3-yl)oxy)pyrrolidin-1-yl)benzoate